C(C)SC=1C(=NC(=CC1)SCC)C=1N=C2N(C=NC(=C2)C(F)(F)F)C1 2-[3,6-Bis(ethylsulfanyl)pyridin-2-yl]-7-(trifluoromethyl)imidazo[1,2-c]pyrimidine